C(C)N1N=CC=2CCCN(C([C@H]3N(C[C@@H](N(C4=CC=CC(NC12)=N4)C(=O)OC(C)(C)C)C3)C(=O)OC(C)(C)C)=O)C ditert-butyl (3S,6S)-15-ethyl-8-methyl-7-oxo-2,5,8,14,15,17,22-heptazatetracyclo[16.3.1.13,6.012,16]tricosa-1(21),12(16),13,18(22),19-pentaene-2,5-dicarboxylate